CC1(OB(OC1(C)C)C=1CN(CCC1)C(CCN1N=NC=C1)=O)C 1-(3-(4,4,5,5-tetramethyl-1,3,2-dioxaborolan-2-yl)-5,6-dihydropyridin-1(2H)-yl)-3-(1H-1,2,3-triazol-1-yl)propan-1-one